COC=1C=C(C=CC1OC)/C=C/C=C/C(=O)OC Methyl (2E,4E)-5-(3,4-dimethoxyphenyl)penta-2,4-dienoate